ClC=1C=2N(C=CC1)N=C(C2)[C@H]2N(CCC1=C2N=CN1)C=1OC(=NN1)C1CCC1 (S)-2-(4-(4-chloropyrazolo[1,5-a]pyridin-2-yl)-6,7-dihydro-1H-imidazo[4,5-c]pyridin-5(4H)-yl)-5-cyclobutyl-1,3,4-oxadiazole